2-[4-(2,4-dichlorophenoxy)phenoxy]propionic acid ClC1=C(OC2=CC=C(OC(C(=O)O)C)C=C2)C=CC(=C1)Cl